N-(2-fluoro-4-hydroxy-5-(methylsulfonyl)phenyl)-4-(4-(trifluoromethoxy)phenoxy)methylbenzamide FC1=C(C=C(C(=C1)O)S(=O)(=O)C)NC(C1=CC=C(C=C1)COC1=CC=C(C=C1)OC(F)(F)F)=O